[N-](S(=O)(=O)C(F)(F)F)S(=O)(=O)C(F)(F)F.CN1C=[N+](C=C1)CCCCCCCCCCCCCCCCCC 1-Methyl-3-octadecylimidazolium bis(trifluoromethylsulfonyl)imide